1-(2-iodophenyl)-(S)-1-methoxymethoxyhexyl-(S)-2-bicyclo[2.2.1]heptanylcarbamate IC1=C(C=CC=C1)[C@]12[C@H](CC(CC1)C2)N(C([O-])=O)C(CCCCC)OCOC